ClC1=CC=C(OCC(=O)N)C=C1 4-chlorophenoxyacetamide